(R)-5-bromo-6-chloro-N3-(1-methylpiperidin-3-yl)pyridazine-3,4-diamine BrC=1C(=C(N=NC1Cl)N[C@H]1CN(CCC1)C)N